F[C@@H]1CN(C[C@H]1O)C(=O)OC(C)(C)C |r| racemic-trans-tert-butyl 3-fluoro-4-hydroxypyrrolidine-1-carboxylate